(S)-(3-(1-amino-1,3-dihydrospiro[indene-2,4'-piperidine]-1'-yl)-6-(3-(4-methoxyphenoxy)prop-1-yn-1-yl)pyrazin-2-yl)methanol N[C@@H]1C2=CC=CC=C2CC12CCN(CC2)C=2C(=NC(=CN2)C#CCOC2=CC=C(C=C2)OC)CO